FC1=C(C=C(C(=C1)F)[S@@](=O)C)N1CCNCC1 (S)-1-(2,4-difluoro-5-(methylsulfinyl)phenyl)piperazine